C(=O)(OCC1=CC=CC=C1)NC(C(O)C1=CC(=CC=C1)OCC1=CC=CC=C1)C 2-(carbobenzoxy)amino-1-(3-(benzyloxy)phenyl)-1-propanol